N-(6-amino-5-fluoro-4-(2-hydroxypropan-2-yl)pyridin-3-yl)-6-cyclopropylmethyl-pyridineamide NC1=C(C(=C(C=N1)NC(=O)C1=NC(=CC=C1)CC1CC1)C(C)(C)O)F